N-[1-(5-Chloro-3-fluoropyridin-2-yl)ethyl]-3-(5-methyl-1,3-thiazol-2-yl)-5-(oxetan-3-yloxy)benzamide ClC=1C=C(C(=NC1)C(C)NC(C1=CC(=CC(=C1)OC1COC1)C=1SC(=CN1)C)=O)F